rac-(7S)-7-tert-butyl-N-[rac-(1R)-1-[3-(3-hydroxy-3-methyl-azetidine-1-carbonyl)phenyl]-3-(4-hydroxy-1-piperidyl)propyl]-5,6,7,8-tetrahydrothiazolo[5,4-b]quinoline-2-carboxamide C(C)(C)(C)[C@@H]1CC=2C=C3C(=NC2CC1)SC(=N3)C(=O)N[C@H](CCN3CCC(CC3)O)C3=CC(=CC=C3)C(=O)N3CC(C3)(C)O |r|